4-((4-(1-cyclopropyl-4-(trifluoromethyl)-1H-imidazol-2-yl)benzyl)oxy)-2-(4-cyclopropyl-6-methoxypyrimidin-5-yl)-7H-pyrrolo[2,3-d]pyrimidine C1(CC1)N1C(=NC(=C1)C(F)(F)F)C1=CC=C(COC=2C3=C(N=C(N2)C=2C(=NC=NC2OC)C2CC2)NC=C3)C=C1